C1(=CC=CC=C1)C=1C=C2C(=NC1)C=NN2 6-phenylpyrazolo[4,3-b]pyridin